1-phenyl-3-o-methylphenyl-1,3-propanedione C1(=CC=CC=C1)C(CC(=O)C1=C(C=CC=C1)C)=O